{[(9H-fluoren-9-ylmethoxy)carbonyl]amino}acetic acid C1=CC=CC=2C3=CC=CC=C3C(C12)COC(=O)NCC(=O)O